N-{4-[6-fluoro-3-(pyridin-2-yl)-1H-pyrrolo[3,2-b]pyridin-2-yl]pyridin-2-yl}acetamide FC=1C=C2C(=NC1)C(=C(N2)C2=CC(=NC=C2)NC(C)=O)C2=NC=CC=C2